4-[[3-(4-chloro-2,3-difluorophenyl)imidazo[1,2-a]pyrazin-8-yl]amino]-2-ethyl-N-[3-(methyl-amino)propyl]benzamide ClC1=C(C(=C(C=C1)C1=CN=C2N1C=CN=C2NC2=CC(=C(C(=O)NCCCNC)C=C2)CC)F)F